rac-5-hydroxy-2-azabicyclo[2.2.1]heptane-2-carboxylic acid tert-butyl ester C(C)(C)(C)OC(=O)N1C2CC(C(C1)C2)O